NCC(CN1N=CN(C1=O)C1=NC=C(C=C1C)C#CC=1C=NN(C1)C)=C(F)F 2-[2-(aminomethyl)-3,3-difluoro-allyl]-4-[3-methyl-5-[2-(1-methylpyrazol-4-yl)ethynyl]-2-pyridyl]-1,2,4-triazol-3-one